CN(CCCOC1=C(OC2=CC=C(C=C2)NC2=NC=NC3=CC=C4C(=C23)OCCN4C(C=C)=O)C=CC=C1)C 1-(10-((4-(2-(3-(dimethylamino)propoxy)phenoxy)phenyl)amino)-2,3-dihydro-4H-[1,4]oxazino[2,3-f]quinazolin-4-yl)prop-2-en-1-one